4-(4-(2,2-Dimethoxyethyl)piperidin-1-yl)benzoic acid methyl ester COC(C1=CC=C(C=C1)N1CCC(CC1)CC(OC)OC)=O